2-((3-(dimethylamino)propionyl)oxy)propane-1,3-diol di(dodecanoate) C(CCCCCCCCCCC)(=O)OCC(COC(CCCCCCCCCCC)=O)OC(CCN(C)C)=O